2-(ethylsulfanyl)ethanethiol C(C)SCCS